C(=O)([O-])[C@H](O)[C@@H](O)C(=O)[O-].[Bi+3].C(=O)([O-])[C@H](O)[C@@H](O)C(=O)[O-].C(=O)([O-])[C@H](O)[C@@H](O)C(=O)[O-].[Bi+3] bismuth L-tartrate